F[C@](N(F)F)(CCCCN)C(=O)O (epsilone)-trifluorolysine